O=C1NC(CCC1N1C(C2=CC=C(C=C2C1)N1CCC(CC1)CCCN1CCN(CC1)C1=CC=C(C=C1)\C(=C(\CC)/C1=CC=CC=C1)\C1=CC=C(C=C1)B(O)O)=O)=O (Z)-(4-(1-(4-(4-(3-(1-(2-(2,6-dioxopiperidin-3-yl)-1-oxoisoindolin-5-yl)piperidin-4-yl)propyl)piperazin-1-yl)phenyl)-2-phenylbut-1-en-1-yl)phenyl)boronic acid